CN([C@H](COC(C)(C)C)C(=O)O)C(=O)OC(C)(C)C methyl-N-(tert-butoxycarbonyl)-O-(tert-butyl)-D-serine